(4R)-4-amino-1-[4-[4-[4-[[cis-3-azabicyclo[3.1.0]hexane-1-yl]-difluoro-methyl]-6-chloro-2-pyridinyl]piperazin-1-yl]sulfonylphenyl]pyrrolidin-2-one N[C@@H]1CC(N(C1)C1=CC=C(C=C1)S(=O)(=O)N1CCN(CC1)C1=NC(=CC(=C1)C(F)(F)[C@@]12CNC[C@H]2C1)Cl)=O